CC(CC(C)C)=NCCC[Si](OCC)(OCC)OCC N-(1,3-dimethylbutylidene)aminopropyl-triethoxysilane